1-[2-(aminomethyl)-3,3-difluoro-allyl]-4-[3-(4-piperazin-1-ylphenyl)phenyl]tetrazol-5-one NCC(CN1N=NN(C1=O)C1=CC(=CC=C1)C1=CC=C(C=C1)N1CCNCC1)=C(F)F